ClC1=C2C(N(C(NC2=C(C=C1)S(=O)(=O)C1=CC=C2C=NN(C2=C1)C)=O)O)=O 5-chloro-3-hydroxy-8-((1-methyl-1H-indazol-6-yl)sulfonyl)quinazoline-2,4(1H,3H)-dione